ClC=1C=C(C=C2C(=NC=NC12)C)C=1C(=NC(=NC1OC)N)C=1OC=CC1 5-(8-chloro-4-methylquinazolin-6-yl)-4-(furan-2-yl)-6-methoxypyrimidin-2-amine